5-fluoro-N-((1s,4s)-4-((3-methoxy-4-methylphenyl)carbamoyl)cyclohexyl)-3-methyl-2-nitrobenzamide FC=1C=C(C(=C(C(=O)NC2CCC(CC2)C(NC2=CC(=C(C=C2)C)OC)=O)C1)[N+](=O)[O-])C